2-(2,5-difluoro-4-(6-((1-phenyl-1H-pyrazol-4-yl)methoxy)pyridin-2-yl)benzyl)-1-(2-methoxyethyl)-1H-benzo[d]imidazole-6-carboxylic acid FC1=C(CC2=NC3=C(N2CCOC)C=C(C=C3)C(=O)O)C=C(C(=C1)C1=NC(=CC=C1)OCC=1C=NN(C1)C1=CC=CC=C1)F